CN1N=CC=C1C1=CN=C2C(=N1)N(C=N2)C(C)C=2C=C1C=CC=NC1=CC2 6-(1-(6-(1-methyl-1H-pyrazol-5-yl)-1H-imidazo[4,5-b]pyrazin-1-yl)ethyl)quinoline